CC1C(CC(CC1C)C)=O 2,3,5-trimethyl-cyclohexanone